C(#N)CC(C(=O)N1OCC[C@H]1C=1C=CC(=C(C#N)C1)C(F)F)(C)C 5-[(3S)-2-(3-cyano-2,2-dimethylpropionyl)-1,2-oxazolidin-3-yl]-2-(difluoromethyl)benzonitrile